(S)-5'-(3-aminopyrrolidine-1-carbonyl)-2'-(6,7-difluoro-1-((1-hydroxycyclobutyl)methyl)-1H-benzo[d][1,2,3]triazol-5-yl)-3-fluoro-[1,1'-biphenyl]-4-carbonitrile N[C@@H]1CN(CC1)C(=O)C=1C=CC(=C(C1)C1=CC(=C(C=C1)C#N)F)C1=CC2=C(N(N=N2)CC2(CCC2)O)C(=C1F)F